2-(2-((cyclopropylmethyl)amino)pyridin-4-yl)-N-(3-(difluoromethyl)-1-(1-(3-(2,6-dioxopiperidin-3-yl)benzyl)piperidin-4-yl)-1H-pyrazol-4-yl)oxazole-4-carboxamide C1(CC1)CNC1=NC=CC(=C1)C=1OC=C(N1)C(=O)NC=1C(=NN(C1)C1CCN(CC1)CC1=CC(=CC=C1)C1C(NC(CC1)=O)=O)C(F)F